2-oxo-1-((2-(trimethylsilyl)ethoxy)methyl)-1,2-dihydropyridine-4-carboxylic acid methyl ester COC(=O)C1=CC(N(C=C1)COCC[Si](C)(C)C)=O